C(C)SC1=NC(=CC(=C1C(=O)NCC1=CC(=CC=C1)F)C)N1CC(N(CC1)C)=O 2-Ethylsulfanyl-N-[(3-fluorophenyl)-methyl]-4-methyl-6-(4-methyl-3-oxo-piperazin-1-yl)-pyridine-3-carboxylic acid amide